2-((3'-ethoxy-4'-(7-oxo-6,7-dihydro-3H-[1,2,3]triazolo[4,5-d]pyrimidin-5-yl)-[1,1'-biphenyl]-3-yl)oxy)butanoic acid C(C)OC=1C=C(C=CC1C=1NC(C2=C(N1)NN=N2)=O)C2=CC(=CC=C2)OC(C(=O)O)CC